C(#N)C[C@@H]1NCCN(C1)C1=NC(=NC(=C1[N+](=O)[O-])CC1(CCCC2=CC=CC=C12)C(=O)OC)OC (2S)-2-(cyanomethyl)-4-(2-Methoxy-6-((1-(methoxycarbonyl)-1,2,3,4-tetrahydronaphthalen-1-yl)methyl)-5-nitropyrimidin-4-yl)piperazine